N-(3-aminopropyl)pyridine-4-amine NCCCNC1=CC=NC=C1